2-Fluoro-6-(2-hydroxyethyl)-3-nitrobenzoic acid methyl ester COC(C1=C(C(=CC=C1CCO)[N+](=O)[O-])F)=O